(7S)-7'-fluorospiro[6,8-dihydro-5H-pyrido[4,3-d]pyrimidine-7,1'-indane]-2,4-diol FC=1C=CC=C2CC[C@@]3(C12)CC=1N=C(N=C(C1CN3)O)O